perhydropicene C1CCCC2CCC3C4CCC5CCCCC5C4CCC3C21